O1BOCC1 1,3,2-dioxaborolan